isoamyl acetate (methyl butyrate) CC(C(=O)O)CC.C(C)(=O)OCCC(C)C